tert-butyl 2-(5-(N-(2-(benzyloxy)-2-oxoethyl)-N-methylsulfamoyl)-2-fluorophenyl)-6-methyl-1H-indole-1-carboxylate C(C1=CC=CC=C1)OC(CN(S(=O)(=O)C=1C=CC(=C(C1)C=1N(C2=CC(=CC=C2C1)C)C(=O)OC(C)(C)C)F)C)=O